ClC=1C=C2C=3C=CC=CC3C=C(C2=CC1)O 6-chloro-9-phenanthrenol